Natrium (S)-3-(3-(1,6-Dimethyl-4-oxido-2-oxo-1,2-dihydropyridin-3-yl)ureido)-3-(2',4',5-trifluorobiphenyl-3-yl)propanoat CN1C(C(=C(C=C1C)[O-])NC(N[C@@H](CC(=O)[O-])C=1C=C(C=C(C1)F)C1=C(C=C(C=C1)F)F)=O)=O.[Na+].[Na+]